1-(tert-butyl)-3-(3-(trifluoromethyl)phenyl)-5-methyl-pyrazol-4-ol C(C)(C)(C)N1N=C(C(=C1C)O)C1=CC(=CC=C1)C(F)(F)F